C1=CC=C(C(=C1)[N+](=O)[O-])Cl 2-chloronitrobenzene